4-(2-acetamido-3-ethoxy-3-oxopropyl)-3-methyl-1,3-thiazol-3-ium chloride [Cl-].C(C)(=O)NC(CC=1[N+](=CSC1)C)C(=O)OCC